O=C1NC(CCC1N1CC2=C(C=C(C=C2C1=O)CNC(OC(C)(C)C)=O)C=O)=O tert-butyl ((2-(2,6-dioxopiperidin-3-yl)-7-formyl-3-oxoisoindolin-5-yl)methyl)carbamate